C(C1=CC=CC=C1)N1C=CC=2C1=NC(=CC2CO)Cl (1-benzyl-6-chloro-1H-pyrrolo[2,3-B]pyridin-4-yl)methanol